(2R)-N-[2-(1-benzylpiperidin-4-yl)ethyl]-4-(4-cyano-5-fluoropyrimidin-2-yl)-2-methylpiperazine-1-carboxamide C(C1=CC=CC=C1)N1CCC(CC1)CCNC(=O)N1[C@@H](CN(CC1)C1=NC=C(C(=N1)C#N)F)C